Ethyl 6-((1-(cyclopropylsulfonyl)cyclopropyl)methyl)-1-(2-hydroxy-2-methylpropyl)-7-oxo-4,5,6,7-tetrahydro-1H-pyrazolo[3,4-c]pyridine-3-carboxylate C1(CC1)S(=O)(=O)C1(CC1)CN1C(C2=C(CC1)C(=NN2CC(C)(C)O)C(=O)OCC)=O